The molecule is a methanesulfonate (mesylate) salt prepared from equimolar amounts of dabrafenib and methanesulfonic acid. Used for treatment of metastatic melanoma. It has a role as an antineoplastic agent and a B-Raf inhibitor. It contains a dabrafenib. CC(C)(C)C1=NC(=C(S1)C2=NC(=NC=C2)N)C3=C(C(=CC=C3)NS(=O)(=O)C4=C(C=CC=C4F)F)F.CS(=O)(=O)O